C(CC)C(COCCCNCCCC=1NC=CN1)CCCC N-(3-(2-propylhexyloxy)propyl)-3-(imidazolyl)propan-1-amine